O=C1N(CCC12CCN(CC2)C(=O)OC(C)(C)C)C=2C=NC(=CC2)C(F)(F)F tert-butyl 1-oxo-2-(6-(trifluoromethyl)pyridin-3-yl)-2,8-diazaspiro[4.5]decane-8-carboxylate